CC=1OC2=CC=CC=C2C(C1)=C(C#N)C#N 2-(2-methyl-4H-chromen-4-ylidene)malononitrile